α-hydroxyisobutyronitrile OC(C#N)(C)C